acryloyl-hexahydro-1,3,5-triazine C(C=C)(=O)N1CNCNC1